BrC1=CC(=CN2C1=NC(=CC2=O)Cl)C 9-bromo-2-chloro-7-methyl-pyrido[1,2-a]pyrimidin-4-one